1-[9-ethyl-6-benzoyl-9H-carbazol-3-yl]-nonane C(C)N1C2=CC=C(C=C2C=2C=C(C=CC12)CCCCCCCCC)C(C1=CC=CC=C1)=O